C(CC)(=O)O.C(CC)(=O)O.O=C1C(O)=C(O)[C@H](O1)[C@@H](O)CO ascorbic acid dipropionate